2-(5-bromo-1H-imidazol-2-yl)piperidine-1-carboxylic acid tert-butyl ester C(C)(C)(C)OC(=O)N1C(CCCC1)C=1NC(=CN1)Br